3,5-dichloro-4-(3-((5-(trifluoromethyl)pyridin-2-yl)oxy)propoxy)phenol ClC=1C=C(C=C(C1OCCCOC1=NC=C(C=C1)C(F)(F)F)Cl)O